tert-butyl (1-(3-amino-1-(4-methoxybenzyl)-1H-pyrazolo[3,4-b]pyrazin-6-yl)-4-methylpiperidin-4-yl)carbamate NC1=NN(C2=NC(=CN=C21)N2CCC(CC2)(C)NC(OC(C)(C)C)=O)CC2=CC=C(C=C2)OC